CC(C=O)CC 2-methylbutyraldehyde